ClCC(COC1=C(C=C(C=C1Cl)C(C)(C)C1=CC=C(C=C1)OCC(CN1C=NC=C1)O)Cl)O 1-chloro-3-(2,6-dichloro-4-(2-(4-(2-hydroxy-3-(1H-imidazol-1-yl)propoxy)phenyl)propan-2-yl)phenoxy)propan-2-ol